COC=1C=2N(N=C(C1)C=1N=C3N(C(C1)=O)C=C(S3)[C@@H]3CCNC1(CC1)C3)C=C(N2)C 7-(8-methoxy-2-methyl-imidazo[1,2-b]pyridazin-6-yl)-2-[(7R)-4-azaspiro[2.5]octan-7-yl]thiazolo[3,2-a]pyrimidin-5-one